6-bromo-2H-spiro[benzofuran-3,3'-morpholin]-5'-one BrC1=CC2=C(C=C1)C1(NC(COC1)=O)CO2